[Br-].S1C(=NC2=C1C=CC=C2)C2=CC=[N+](C=C2)CCC[N+](C)(C)C.[Br-] 4-(benzo[d]thiazol-2-yl)-1-(3-(trimethylammonio)propyl)pyridin-1-ium bromide